FC(C)OC=1C=CC(=NC1)CO (5-(1-fluoroethoxy)pyridin-2-yl)methanol